(5R,8R)-8-hydroxy-N-(2,3,4-trifluorobenzyl)-5,6,7,8-tetrahydroquinoline-5-carboxamide O[C@@H]1CC[C@H](C=2C=CC=NC12)C(=O)NCC1=C(C(=C(C=C1)F)F)F